FC1=CC=C(C=C1)C1=NC(=NC(=C1N)C(C)C)O 4-(4-fluorophenyl)-2-hydroxy-6-isopropyl-pyrimidine-5-amine